2,4,6-trichloropyrrolo[2,1-f][1,2,4]triazine ClC1=NN2C(C(=N1)Cl)=CC(=C2)Cl